cycloheptene-1,3-diene C1=CC=CC=CC1